[6-[5-(1-hydroxycyclopropyl)-4H-1,2,4-triazol-3-yl]-2-azaspiro[3.3]heptan-2-yl]-[2-[2-(trifluoromethoxy)phenyl]sulfonyl-2,6-diazaspiro[3.3]heptan-6-yl]methanone OC1(CC1)C=1NC(=NN1)C1CC2(CN(C2)C(=O)N2CC3(CN(C3)S(=O)(=O)C3=C(C=CC=C3)OC(F)(F)F)C2)C1